ClC=1C(=CC2=C(N=CN=C2N[C@H](C)C=2C(=C(C=CC2)C(CO)(F)F)F)N1)N1CCN(CC1)C(C)C (R)-2-(3-(1-((7-chloro-6-(4-isopropylpiperazin-1-yl)pyrido[2,3-d]pyrimidin-4-yl)amino)ethyl)-2-fluorophenyl)-2,2-difluoroethan-1-ol